tert-butyl-6-(3-(4-bromophenyl)-1,2,4-oxadiazol-5-yl)-3-hydroxy-2,2-dimethyl-3,4-dihydro-2H-pyrano[2,3-b]pyridin-4-ylcarbamate C(C)(C)(C)OC(NC1C(C(OC2=NC=C(C=C21)C2=NC(=NO2)C2=CC=C(C=C2)Br)(C)C)O)=O